N-(6-chloro-4-(propan-2-yl)-1,5-naphthyridin-3-yl)-N'-(6-(1H-tetrazol-5-yl)-5-(trifluoromethyl)pyridin-3-yl)urea ClC=1N=C2C(=C(C=NC2=CC1)NC(=O)NC=1C=NC(=C(C1)C(F)(F)F)C1=NN=NN1)C(C)C